FC(C(=O)O)(F)F.N[C@H](C(=O)NCCN1C(C=CC1=O)=O)CC1=CC=CC=C1 (S)-2-amino-N-(2-(2,5-dioxo-2,5-dihydro-1H-pyrrole-1-yl)ethyl)-3-phenylpropanamide trifluoroacetate salt